(S)-2-((tert-Butoxycarbonyl)amino)-3-(3-phenoxyphenyl)propanoic acid C(C)(C)(C)OC(=O)N[C@H](C(=O)O)CC1=CC(=CC=C1)OC1=CC=CC=C1